tert-butyl methyl((S)-3-((S)-N-(tricyclo[6.2.0.03,6]deca-1,3(6),7-trien-2-ylcarbamoyl)-N'-tritylsulfamimidoyl)-6,7-dihydro-5H-pyrazolo[5,1-b][1,3]oxazin-6-yl)carbamate CN(C(OC(C)(C)C)=O)[C@H]1CN2C(OC1)=C(C=N2)[S@](NC(NC2=C1CCC1=CC=1CCC21)=O)(=O)=NC(C2=CC=CC=C2)(C2=CC=CC=C2)C2=CC=CC=C2